(2S)-1-[N2-(2-benzyl-2-azaspiro[4.5]dec-8-yl)-N6,N6-dimethyl-D-lysyl]-4-[(4R,5R)-4-methyl-5-phenyl-4,5-dihydro-1,3-oxazol-2-yl]-N-(thiophen-2-ylmethyl)piperazine-2-carboxamide C(C1=CC=CC=C1)N1CC2(CC1)CCC(CC2)N[C@H](CCCCN(C)C)C(=O)N2[C@@H](CN(CC2)C=2O[C@@H]([C@H](N2)C)C2=CC=CC=C2)C(=O)NCC=2SC=CC2